N-[3-(2-methyl-1-oxoisoquinolin-4-yl)phenyl]ethansulfonamide CN1C(C2=CC=CC=C2C(=C1)C=1C=C(C=CC1)NS(=O)(=O)CC)=O